2,4,6,8,10,12-hexamethyl-2,4,6,8,10,12-hexavinylcyclohexasiloxane C[Si]1(O[Si](O[Si](O[Si](O[Si](O[Si](O1)(C=C)C)(C=C)C)(C=C)C)(C=C)C)(C=C)C)C=C